C(C)C(C)C (R)-2-ethylpropane